C(C)(C)(C)OC(=O)N1CC(C1)N(C=1C=CC(=NC1)C(=O)O)C 5-{[1-(tert-Butoxycarbonyl)azetidin-3-yl](methyl)amino}pyridine-2-carboxylic acid